N-(2-(4,4-difluoropiperidin-1-yl)-6-methylpyrimidin-4-yl)-4-((2-hydroxyethyl)sulfonamido)-2-(6-methyl-3-azabicyclo[4.1.0]heptane-3-yl)benzamide FC1(CCN(CC1)C1=NC(=CC(=N1)NC(C1=C(C=C(C=C1)NS(=O)(=O)CCO)N1CC2CC2(CC1)C)=O)C)F